The molecule is a sulfonamide consisting of hexanoic acid with a 4-aminobenzenesulfonamido group at its 6-position. It has a role as a hapten. It is a monocarboxylic acid and a sulfonamide. C1=CC(=CC=C1N)S(=O)(=O)NCCCCCC(=O)O